O=C1NC(CCC1N1C(C2=CC=C(C=C2C1)CNC(C(C1=CC(=CC=C1)OCOC)(F)F)=O)=O)=O N-((2-(2,6-dioxopiperidin-3-yl)-1-oxoisoindolin-5-yl)methyl)-2,2-difluoro-2-(3-(methoxymethoxy)phenyl)acetamide